N-(5-chloropyrimidin-2-yl)-2-[1',1',5-trifluoro-6-(trifluoromethyl)-1-oxospiro[3H-isoquinoline-4,2'-cyclopropane]-2-yl]acetamide ClC=1C=NC(=NC1)NC(CN1C(C2=CC=C(C(=C2C2(C(C2)(F)F)C1)F)C(F)(F)F)=O)=O